C(C)(C)(C)C=1N(C=CC1)C1(CCCCC1)C(=O)C(C(=O)OC)C(=O)OC Dimethyl 2-(1-(2-tert-butyl-1H-pyrrol-1-yl)cyclohexane-1-carbonyl)malonate